(R)-N-((4-chlorophenyl)(piperidin-4-yl)methyl)-6-isopropoxypyridine-3-sulfonamide ClC1=CC=C(C=C1)[C@H](NS(=O)(=O)C=1C=NC(=CC1)OC(C)C)C1CCNCC1